(S)-N-(chroman-4-yl)-2-(5-(trifluoromethyl)pyridin-3-yl)benzo[d]thiazole-6-carboxamide O1CC[C@@H](C2=CC=CC=C12)NC(=O)C1=CC2=C(N=C(S2)C=2C=NC=C(C2)C(F)(F)F)C=C1